CC1(CC(C2CC=CC=C12)C)[Zr]C1(C=CC=C1)C (1,3-dimethyl-tetrahydroindenyl)(methylcyclopentadienyl)zirconium